C1=NC2=C(C(=O)N1)NC(=O)N2 purine-6,8-dione